4-(((R)-1-(3-(difluoro((S)-tetrahydrofuran-2-yl)methyl)-2-fluorophenyl)ethyl)amino)-2-methyl-6-(tetrahydro-2H-pyran-4-yl)-2,6-dihydropyrido[3,4-d]pyridazine-1,7-dione FC(C=1C(=C(C=CC1)[C@@H](C)NC1=NN(C(C=2C1=CN(C(C2)=O)C2CCOCC2)=O)C)F)([C@H]2OCCC2)F